C1(CCCCCCC1)C(NC(=O)C=1C(=NOC1)C)C1=NC2=C(N1)C(=CC(=C2F)C2CCOCC2)F N-{cyclooctyl-[4,7-difluoro-5-(tetrahydropyran-4-yl)-1H-benzoimidazol-2-yl]methyl}-3-methylisoxazole-4-carboxamide